benzyl 1-[1-(trideuteriomethoxy)ethyl]-3,8-diazabicyclo[3.2.1]octane-3-carboxylate [2H]C(OC(C)C12CN(CC(CC1)N2)C(=O)OCC2=CC=CC=C2)([2H])[2H]